S1(C=NC=2N=CN=CC21)=O [1,3]Thiazolo[4,5-d]-pyrimidon